C12CCC(C=C1)CC2 Bicyclo(2.2.2)oct-5-en